C(CCCCCCCC\C=C\CCCCCC)(=O)O trans-10-Heptadecenoic acid